CSC1=C(C=O)C=C(C(=C1)C=O)SC 2,5-bis(methylthio)terephthalaldehyde